(4Z)-5-[3-(dimethylamino)propyl]non-4-enedioic acid 1-[1,5-bis(octahydro-1H-inden-2-yl) pentan-3-yl] 9-pentadec-8-yl ester CCCCCCCC(CCCCCCC)OC(CCC/C(=C/CCC(=O)OC(CCC1CC2CCCCC2C1)CCC1CC2CCCCC2C1)/CCCN(C)C)=O